C(C)C=CCOF perfluoro (ethylallyl) ether